6-(4-((2'-methoxy-[1,1'-biphenyl]-4-yl)methyl)-2,5-dimethylthiophene-3-carboxamido)spiro[3.3]heptane-2-carboxylic acid COC1=C(C=CC=C1)C1=CC=C(C=C1)CC=1C(=C(SC1C)C)C(=O)NC1CC2(CC(C2)C(=O)O)C1